2-allenyl-1,3-benzothiazole C(=C=C)C=1SC2=C(N1)C=CC=C2